(1'R,2'R,4'S)-5'-Methyl-4-(2-methylthiazol-5-yl)-2'-(prop-1-en-2-yl)-1',2',3',4'-tetrahydro-[1,1'-biphenyl]-2,4',6-triol CC=1[C@H](C[C@H]([C@@H](C1)C=1C(=CC(=CC1O)C1=CN=C(S1)C)O)C(=C)C)O